7-bromo-8-fluoro-2-methylthio-6-(trifluoromethyl)quinazolin-4-ol BrC1=C(C=C2C(=NC(=NC2=C1F)SC)O)C(F)(F)F